OC1=CC=C(C=C1)C(C(F)(F)F)(C(F)(F)F)C1=CC=C(C=C1)O 2,2-di(4-hydroxyphenyl)hexafluoropropane